(S)-N-(4-(2H-tetrazol-5-yl)phenyl)-2-(4-(5-chloro-2-(4-chloro-1H-1,2,3-triazol-1-yl)phenyl)-5-methoxy-2-oxopyridin-1(2H)-yl)-3-phenylpropionamide N=1NN=NC1C1=CC=C(C=C1)NC([C@H](CC1=CC=CC=C1)N1C(C=C(C(=C1)OC)C1=C(C=CC(=C1)Cl)N1N=NC(=C1)Cl)=O)=O